3-(3-chlorophenyl)-1,5-dimethyl-pyrazol-4-ol ClC=1C=C(C=CC1)C1=NN(C(=C1O)C)C